ClC1=CC(=NC(=C1)C(C)(C)O)C1=CC(=NC=C1)NC(C)=O N-(4-chloro-6-(2-hydroxy-propan-2-yl)-[2,4'-bipyridyl]-2'-yl)acetamide